FC=1C=C(C=CC1)S(=O)(=O)N1CC2=C(C1)CN(C2)C(=O)N[C@@H](C)C2=CC=CC=C2 5-(3-Fluorobenzenesulfonyl)-N-[(1S)-1-phenylethyl]-1H,2H,3H,4H,5H,6H-pyrrolo[3,4-c]pyrrole-2-carboxamide